COC1=C2C(=NN(C2=CC=C1C(C(F)(F)F)O)C)NC1=CC(=NC=C1C(C(C)([2H])[2H])=O)NC(=O)C1CC1 N-(4-((4-methoxy-1-methyl-5-(2,2,2-trifluoro-1-hydroxyethyl)-1H-indazol-3-yl)amino)-5-(propanoyl-2,2-d2)pyridin-2-yl)cyclopropanecarboxamide